BrC1=C(C=C2C(=NC(=NC2=C1F)Cl)N1CC(CCC1)(O)CCNC(OC(C)(C)C)=O)F tert-butyl (2-(1-(7-bromo-2-chloro-6,8-difluoroquinazolin-4-yl)-3-hydroxypiperidin-3-yl)ethyl)carbamate